BrC1=NO[C@@H](C1)C1=C2C=CC=NC2=CC(=C1)OC1=CC(=CC=C1)C(F)(F)F (5S)-3-bromo-5-[7-[3-(trifluoromethyl)phenoxy]-5-quinolyl]-4,5-dihydroisoxazole